CO[Si](OC)(OC)C1=C(C(=O)O)C=CC=C1 trimethoxysilylbenzoic acid